(R)-4-amino-7-cyano-N-methyl-N-(1-(4-(trifluoromethyl)phenyl)ethyl)imidazo[1,5-a]quinoxaline-8-formamide NC=1C=2N(C3=CC(=C(C=C3N1)C#N)C(=O)N([C@H](C)C1=CC=C(C=C1)C(F)(F)F)C)C=NC2